N-{(2S,3R,4S)-4-fluoro-1-[(2R)-oxolane-2-carbonyl]-2-[(2,3',5'-trifluoro[1,1'-biphenyl]-3-yl)methyl]pyrrolidin-3-yl}ethanesulfonamide F[C@@H]1[C@@H]([C@@H](N(C1)C(=O)[C@@H]1OCCC1)CC=1C(=C(C=CC1)C1=CC(=CC(=C1)F)F)F)NS(=O)(=O)CC